O(C1=CC=CC=C1)C=1C=C(C=CC1)C(C)=NO m-phenoxyacetophenone oxime